3,3,3',3'-tetramethyl-5,5',6,6'-tetrachloroformyl-1,1'-spirobiindane CC1(CC2(C3=CC(=C(C=C13)C(=O)Cl)C(=O)Cl)CC(C1=CC(=C(C=C12)C(=O)Cl)C(=O)Cl)(C)C)C